6-carbamoyl-[2,3'-bipyridine] C(N)(=O)C1=CC=CC(=N1)C=1C=NC=CC1